formyl-4-(3-(1H-indol-3-yl)pyrrolidin-1-yl)butyryl-hydrazine C(=O)N(N)C(CCCN1CC(CC1)C1=CNC2=CC=CC=C12)=O